1-(5-Chloropyridin-3-yl)dihydropyrimidine-2,4(1H,3H)-dione ClC=1C=C(C=NC1)N1C(NC(CC1)=O)=O